5,10,15,20-tetrakis(4-boranylphenyl)porphyrin BC1=CC=C(C=C1)C=1C2=CC=C(N2)C(=C2C=CC(C(=C3C=CC(=C(C=4C=CC1N4)C4=CC=C(C=C4)B)N3)C3=CC=C(C=C3)B)=N2)C2=CC=C(C=C2)B